(2R,4S)-2-(((S)-1-(benzyloxy)-1-oxoprop-2-yl)carbamoyl)-4-phenylpiperidine-1-carboxylic acid tert-butyl ester C(C)(C)(C)OC(=O)N1[C@H](C[C@H](CC1)C1=CC=CC=C1)C(N[C@H](C(=O)OCC1=CC=CC=C1)C)=O